BrC=1C(=C(C=CC1)S(=O)(=O)Cl)F 3-bromo-2-fluorobenzenesulfonyl chloride